Ethyl 4-[6-({5-[6-cyclopropyl-5-(trifluoromethyl)pyridin-3-yl]-7-({[1-(methoxymethyl)cyclopentyl]methyl}(methyl)amino)-1H-imidazo[4,5-b]pyridin-2-yl}carbamoyl)pyridin-3-yl]butanoate C1(CC1)C1=C(C=C(C=N1)C1=CC(=C2C(=N1)N=C(N2)NC(=O)C2=CC=C(C=N2)CCCC(=O)OCC)N(C)CC2(CCCC2)COC)C(F)(F)F